C([C@@H](O)CC(=O)O)(=O)O.S1C=CC2=C1[C@H](OCC2)N(C)C (S)-(4,5-dihydro-7H-thieno[2,3-c]pyran-7-yl)-N-methyl-methylamine L-malate